OCC1=C(C=CC=C1)NC=1N=C(N=NC1C(=O)N)NC1=C(C=C2CCN(CC2=C1)C(C)C)OC ((2-(hydroxymethyl)phenyl)amino)-3-((2-isopropyl-6-methoxy-1,2,3,4-tetrahydroisoquinolin-7-yl)amino)-1,2,4-triazine-6-carboxamide